4-methyl-5-hydroxy-N,N-dimethyl-tryptamine CC=1C(=CC=C2NC=C(CCN(C)C)C12)O